[Al].CC1=C(C=CC=C1C)O (2,3-dimethylphenol) aluminum